(3S,4S)-1-benzyl-2'-(2-ethoxypyridin-3-yl)-3-ethyl-7',8'-dihydro-6'H-spiro[piperidine-4,5'-[1,7]naphthyridine] C(C1=CC=CC=C1)N1C[C@H]([C@]2(C=3C=CC(=NC3CNC2)C=2C(=NC=CC2)OCC)CC1)CC